R-1,2-propanediol C([C@@H](C)O)O